FC(CN1N=CC(=C1)NC1=NC=C2C(=N1)N(N(C2=O)CC=C)C2=NC(=CC=C2)N(C2CCNCC2)C)(C)C 6-{[1-(2-fluoro-2-methylpropyl)-1H-pyrazol-4-yl]amino}-1-{6-[methyl(piperidin-4-yl)amino]pyridin-2-yl}-2-(prop-2-en-1-yl)-1H,2H,3H-pyrazolo[3,4-d]pyrimidin-3-one